2-formyl-6-naphthoic acid, 2-formyl-6-naphthoic acid salt C(=O)C1=CC2=CC=C(C=C2C=C1)C(=O)O.C(=O)C1=CC2=CC=C(C=C2C=C1)C(=O)O